O1CCN(CC1)C=1C=CC2=C(NC(=N2)C2=NNC3=NC=C(C=C32)NS(=O)(=O)C=C)C1 N-(3-(6-morpholino-1H-benzimidazol-2-yl)-1H-pyrazolo[3,4-b]pyridin-5-yl)ethenesulfonamide